5,5-dimethyl-1-((2-(((1-methyl-1H-pyrazol-4-yl)methyl)amino)pyridin-4-yl)methyl)-3-(4-((trifluoromethyl)thio)phenyl)imidazolidine-2,4-dione CC1(C(N(C(N1CC1=CC(=NC=C1)NCC=1C=NN(C1)C)=O)C1=CC=C(C=C1)SC(F)(F)F)=O)C